14-(3-((tert-butoxycarbonyl) amino)-1-propen-1-yl)-7-ethyl-8,11-dioxo-7,8,11,13-tetrahydro-10H-[1,3]dioxolano[4,5-g]pyrano[3',4':6,7]indolizino[1,2-b]quinolin-7-yl acetate C(C)(=O)OC1(C(OCC=2C(N3CC=4C(=NC=5C=C6C(=CC5C4C=CCNC(=O)OC(C)(C)C)OCO6)C3=CC21)=O)=O)CC